C(=O)O.ClC=1C(=NC(=C(C1Cl)Cl)Cl)C(=O)O 3,4,5,6-tetrachloropicolinic acid formate